C(=C\C1=CC=CC=C1)/C1=C(C=CC=C1)CC#N (E)-2-(2-styrylphenyl)acetonitrile